(4R)-2-(8-((2,3-dichlorophenyl)thio)-[1,2,4]triazolo[4,3-c]pyrimidin-5-yl)octahydrocyclopenta[c]pyrrol-4-amine ClC1=C(C=CC=C1Cl)SC=1C=2N(C(=NC1)N1CC3C(C1)[C@@H](CC3)N)C=NN2